(6Ar,10aR)-9-(hydroxymethyl)-6,6-dimethyl-3-nonyl-6a,7,10,10a-tetrahydrobenzo[c]chromen-1-ol OCC=1C[C@@H]2[C@H](C(OC=3C=C(C=C(C23)O)CCCCCCCCC)(C)C)CC1